C(=O)(O)C=1C=NN(C1)C1CN(C1)C1=CC(=C2C(C(=CN(C2=N1)C1=NC=NS1)C(=O)O)=O)C 7-[3-(4-carboxy-1H-pyrazol-1-yl)azetidin-1-yl]-5-methyl-4-oxo-1-(1,2,4-thiadiazol-5-yl)-1,4-dihydro-1,8-naphthyridine-3-carboxylic acid